5-(oxiran-2-yl)benzamide O1C(C1)C=1C=CC=C(C(=O)N)C1